C(#CC)O racemic-propynyl alcohol